CC1=NC2=CC=C(C=C2C(=C1)C1=CC=C2CCN(CC2=C1)C(C)=O)C(=O)N1CCOCC1 1-(7-(2-methyl-6-(morpholine-4-carbonyl)quinolin-4-yl)-3,4-dihydroisoquinolin-2(1H)-yl)ethan-1-one